pyrano-[3,2-f]quinolin C1=CCOC=2C1=C1C=CC=NC1=CC2